1-(4'-isopropylphenyl)-3-phenylpropane-1,3-dione C(C)(C)C1=CC=C(C=C1)C(CC(=O)C1=CC=CC=C1)=O